ClC=1C=C(C=C(C1)NS(=O)(=O)C)NC(=O)C=1SC(=C(C1)C1=NC=C(C=C1COC=1C=NC=C(C1)F)F)C N-(3-chloro-5-(methylsulfonamido)phenyl)-4-(5-fluoro-3-(((5-fluoropyridin-3-yl)oxy)methyl)pyridin-2-yl)-5-methylthiophene-2-carboxamide